N-(1-((3-chloro-5-trifluoromethylpyridin-2-yl)oxy)propan-2-yl)-5-chloro-6-methylpyrimidin-4-amine ClC=1C(=NC=C(C1)C(F)(F)F)OCC(C)NC1=NC=NC(=C1Cl)C